N1C=C(C=2C=NC=CC21)\C=C/2\C(N(C(O2)=O)CC)=O (Z)-5-((1H-pyrrolo[3,2-c]pyridine-3-yl)methylene)-3-ethyloxazolidine-2,4-dione